diethyllysergamide C(C)N(C(=O)[C@H]1CN(C)[C@@H]2CC3=CNC4=CC=CC(C2=C1)=C34)CC